OC1(COC1)C1=CC=C(C=C1)C(=O)N1CCC(CC1)OC1=NC=CC(=N1)C(F)(F)F (4-(3-hydroxyoxetan-3-yl)phenyl)(4-((4-(trifluoromethyl)pyrimidin-2-yl)oxy)piperidin-1-yl)methanone